C(C)(C)C1=CN=CC(=N1)NC1=C(C=NN1C)C=1N=CC(=NC1)C1=CC=C(C=C1)C1(CC1)C(=O)O 1-[4-[5-[5-[(6-isopropylpyrazin-2-yl)amino]-1-methyl-pyrazol-4-yl]pyrazin-2-yl]phenyl]cyclopropanecarboxylic acid